OC1=C(C(/C=C/C2=CC=C(C=C2)OC)=O)C(=CC(=C1)OC)O 2',6'-Dihydroxy-4,4'-dimethoxychalcone